(S)-3-(8-(2,6-dichloro-4-fluorophenyl)quinoxalin-5-yl)-2-(2,6-dichlorobenzoylamino)propionic acid ClC1=C(C(=CC(=C1)F)Cl)C=1C=CC(=C2N=CC=NC12)C[C@@H](C(=O)O)NC(C1=C(C=CC=C1Cl)Cl)=O